6-oxo-1-((pyridin-3-yl)methyl)-1,6-dihydropyrimidine-4-carboxamide O=C1C=C(N=CN1CC=1C=NC=CC1)C(=O)N